7-(2-((6-chloro-2-ethyl-1,2,3,4-tetrahydroisoquinolin-7-yl)amino)-5-(trifluoromethyl)pyrimidin-4-yl)-4-methyl-3,4-dihydrothieno[2,3-f][1,4]thiazepin-5(2H)-one 1,1-dioxide ClC=1C=C2CCN(CC2=CC1NC1=NC=C(C(=N1)C1=CC2=C(C(N(CCS2(=O)=O)C)=O)S1)C(F)(F)F)CC